iso-propenyl alcohol C(=C)(C)O